CC1=CC=C(C=C1)S(=O)(=O)O.O=C1NC(CCC1N1C(C2=CC(=C(C=C2C1=O)F)N1CCNCC1)=O)=O 2-(2,6-dioxopiperidin-3-yl)-5-fluoro-6-(piperazin-1-yl)isoindoline-1,3-dione 4-methylbenzenesulfonate